NC(C(C(=O)OC)=O)CC methyl aminoketovalerate